C(C=C)C=1C(NC=NC1C(F)(F)F)=O 5-allyl-6-(trifluoromethyl)pyrimidin-4(3H)-one